CC(C=O)(CC1=CC(=CC=C1)C)C 2,2-dimethyl-3-(3-methylphenyl)-1-propanal